(1-(Pyridin-4-ylmethyl)-1H-pyrazol-3-yl)picolinamide N1=CC=C(C=C1)CN1N=C(C=C1)C=1C(=NC=CC1)C(=O)N